trans-4-methyl-1-(2-nitrophenyl)piperidin-3-ol C[C@H]1[C@@H](CN(CC1)C1=C(C=CC=C1)[N+](=O)[O-])O